5-chloro-N-(2-((2R,6S)-2,6-dimethylmorpholino)-5-fluoropyrimidin-4-yl)pyridazin-3-amine ClC=1C=C(N=NC1)NC1=NC(=NC=C1F)N1C[C@H](O[C@H](C1)C)C